2-(2-((5-(3-(aminomethyl)phenyl)benzofuran-3-yl)methoxy)-3-methoxyphenyl)acetic acid NCC=1C=C(C=CC1)C=1C=CC2=C(C(=CO2)COC2=C(C=CC=C2OC)CC(=O)O)C1